C(CCC)OC1=CC=C(C=C1)CC(=O)Cl 2-(4-butoxyphenyl)acetyl chloride